OCCN1CCOCC1 N-(2-hydroxyethyl)-morpholine